N-[6-(5-chloro-2-fluorophenyl)pyridazin-4-yl]-7-[2-(morpholin-4-yl)ethoxy]quinolin-4-amine ClC=1C=CC(=C(C1)C1=CC(=CN=N1)NC1=CC=NC2=CC(=CC=C12)OCCN1CCOCC1)F